OC1=C(C(NC2=CC=CC=C12)=O)C(=O)OC methyl 4-hydroxy-2-oxo-1,2-dihydroquinoline-3-carboxylate